ethylcyclopentadienyl-bis(carbonyl)cobalt C(C)C1(C=CC=C1)[Co](=C=O)=C=O